COC1=CC=C(CN2C(CC3=CC(=CC=C23)NS(=O)(=O)C2CCCCC2)C)C=C1 N-(1-(4-methoxybenzyl)-2-methylindolin-5-yl)cyclohexanesulfonamide